ClC=1C=C(CNC2CC3=C(C=CC(=C3CC2)OC)OC)C=CC1Cl N-(3,4-dichlorobenzyl)-5,8-dimethoxy-1,2,3,4-tetrahydronaphthalen-2-amine